1-(4-(benzo[b]thiophen-3-yl)-2,6-dimethyl-5-nicotinoyl-1,4-dihydropyridin-3-yl)ethan-1-one S1C2=C(C(=C1)C1C(=C(NC(=C1C(C1=CN=CC=C1)=O)C)C)C(C)=O)C=CC=C2